C1(CC1)C(C)N1C(C=2C(=NC(=CC2C1)C1=C(N=C(S1)NC(C)=O)C)CN1CCOCC1)=O N-(5-(2-(1-cyclopropylethyl)-4-(morpholinomethyl)-3-oxo-2,3-dihydro-1H-pyrrolo[3,4-c]pyridin-6-yl)-4-methylthiazol-2-yl)acetamide